tert-butyl-((11-(2-((4-methoxybenzyl)oxy)ethyl)eicosyl)oxy)diphenylmonosilane C(C)(C)(C)[Si](C1=CC=CC=C1)(C1=CC=CC=C1)OCCCCCCCCCCC(CCCCCCCCC)CCOCC1=CC=C(C=C1)OC